CC(CN1C=CC2=CC(=CC=C12)C1CCCN2C1=NS(CC2)(=O)=O)C 9-[1-(2-methylpropyl)-1H-indol-5-yl]-3,4,6,7,8,9-hexahydropyrido[2,1-c][1,2,4]thiadiazine 2,2-dioxide